6-(4-((2-cyclohexylthio-ethyl)amino)phenyl)tetrahydro-2H-pyran-2-one C1(CCCCC1)SCCNC1=CC=C(C=C1)C1CCCC(O1)=O